4-hydroxy-4-(3-hydroxypropyl)cyclohexane-1-carboxylic acid OC1(CCC(CC1)C(=O)O)CCCO